7-chloro-8-fluoro-2-(((2R,7aS)-2-fluorohexahydro-1H-pyrrolizin-7a-yl)methoxy)pyrido[4,3-d]pyrimidin-4-amine ClC1=C(C=2N=C(N=C(C2C=N1)N)OC[C@]12CCCN2C[C@@H](C1)F)F